COC=1C=C(C=CC1OC)C1=CC=NC=2N1N=C(C2)C(=O)N2C[C@@H](N(CC2)C(=O)C=2N(C=CC2)C)C (S)-(7-(3,4-dimethoxy-phenyl)pyrazolo[1,5-a]pyrimidin-2-yl)(3-methyl-4-(1-methyl-1H-pyrrole-2-carbonyl)piperazin-1-yl)methanone